N-(2-fluoro-4-(4,4,5,5-tetramethyl-1,3,2-dioxaborolan-2-yl)benzyl)-5-methylpyridazin-3-amine FC1=C(CNC=2N=NC=C(C2)C)C=CC(=C1)B1OC(C(O1)(C)C)(C)C